hexaanimine osmium chloride [Os](Cl)(Cl)(Cl)Cl.C(CCCCC)=N